CC=1N=NC=C(C1[C@@H](C)OC=1C=C2C(=NNC2=CC1)C=1C=CC(=NC1)N1CC2(CN(C2)C(=O)OCC)C1)C ethyl 6-[5-[5-[(1R)-1-(3,5-dimethylpyridazin-4-yl)ethoxy]-1H-indazol-3-yl]-2-pyridyl]-2,6-diazaspiro[3.3]heptane-2-carboxylate